COC(C1=C(N=CC(=C1)Br)C(Br)Br)=O 5-bromo-2-(dibromomethyl)nicotinic acid methyl ester